(((((9H-fluoren-9-yl)methoxy)carbonyl)amino)methyl)cyclohexane-1-carboxylic acid C1=CC=CC=2C3=CC=CC=C3C(C12)COC(=O)NCC1(CCCCC1)C(=O)O